(S)-2-Amino-2-(3-chlorophenyl)ethanol N[C@H](CO)C1=CC(=CC=C1)Cl